benzyl 3-cyclopropyl-4-hydroxy-pyrrolidine-1-carboxylate C1(CC1)C1CN(CC1O)C(=O)OCC1=CC=CC=C1